CNC1=CC=C(C=C1)N=NC1=CC=C(C=C1)NC 4,4'-dimethylaminoazobenzene